ethoxy-3-(prop-1-en-2-yl)pyridine C(C)OC1=NC=CC=C1C(=C)C